CC1=CC2=C(C3=CC=C(C=C3C(=C2C=C1)OC(=O)OCC)C)OC(=O)OCC 2,6-dimethyl-9,10-bis(ethoxycarbonyloxy)anthracene